N-[4-(3-Cyclobutyl-1H-1,2,4-triazol-5-yl)phenyl]-3-[(1,1-dioxo-1,4-thiazinan-4-yl)methyl]benzamide HCl salt Cl.C1(CCC1)C1=NNC(=N1)C1=CC=C(C=C1)NC(C1=CC(=CC=C1)CN1CCS(CC1)(=O)=O)=O